CC1CN(C(=CC1)B1OC(C(O1)(C)C)(C)C)C(=O)OC(C)(C)C tert-butyl 3-methyl-6-(4,4,5,5-tetramethyl-1,3,2-dioxaborolan-2-yl)-3,4-dihydropyridine-1(2H)-carboxylate